C(C)N([Si](O[Si](O[Si](C)(C)C)(C)C)(C)C)CC 1-diethylamino-1,1,3,3,5,5,5-heptamethyltrisiloxane